3-(Ethoxy-d5)pyridine-1-oxide C(C([2H])([2H])[2H])(OC=1C=[N+](C=CC1)[O-])([2H])[2H]